C(O)(O)=O.C1(CC(C(CC1)C(C)C)C(C(C)(O)C)O)C menthyl-2-methyl-1,2-propanediol carbonate